ClC1=C(C=C(C=C1)OC)C=1C=CC(N(C1C1=C(C=CC=C1F)F)CC(F)F)=O 5-(2-chloro-5-methoxyphenyl)-1-(2,2-difluoroethyl)-6-(2,6-difluorophenyl)pyridine-2(1H)-one